CC(CCC=O)C 4-methyl-1-oxopentane